FC(C=1N=C(C2=C(N1)N1C(C=C2)=NC(=C1)C(=O)OCC)C(F)(F)F)(F)F ethyl 2,4-bis(trifluoromethyl)imidazo[1',2':1,6]pyrido[2,3-d]pyrimidine-8-carboxylate